C(CCCCCCC)NC(OC1=CC(=C(C=C1)O)C=1C=NC=C(C1)C=1N=NN(N1)COCC[Si](C)(C)C)=O 4-hydroxy-3-(5-(2-((2-(trimethylsilyl)ethoxy)methyl)-2H-tetrazol-5-yl)pyridin-3-yl)phenyl octylcarbamate